CN(C(=O)CNC(=O)C1=CC2=C(N(C(=N2)NC=2SC3=C(N2)C=CC(=C3)C)C)C=C1)C 1-Methyl-2-(6-methyl-benzothiazol-2-ylamino)-1H-benzoimidazole-5-carboxylic acid dimethylcarbamoylmethyl-amide